ClC1=CC=C(C=C1)[C@H](C(=O)N1CC2CCC(C1)N2C=2C1=C(N=CN2)NC(C[C@H]1C)=O)CNC(C)C (R)-4-(3-((S)-2-(4-chlorophenyl)-3-(isopropylamino)propionyl)-3,8-diazabicyclo[3.2.1]octan-8-yl)-5-methyl-5,8-dihydropyrido[2,3-d]pyrimidin-7(6H)-one